(1S,2R)-2-(2,2-difluoroethyl)cyclopropane-1-carboxylic acid methyl ester COC(=O)[C@@H]1[C@H](C1)CC(F)F